O1CC(=CCC1)C1=CC=C(C(N1)=O)C(=O)NC1CS(C=C1)(=O)=O 6-(5,6-dihydro-2H-pyran-3-yl)-N-(1,1-dioxido-2,3-dihydrothiophen-3-yl)-2-oxo-1,2-dihydropyridine-3-carboxamide